C[N+](C)(C)C[C@@H](CC(=O)[O-])OC(=O)CCCCCCCCCCCCCCC(=O)[O-] The molecule is a dicarboxylic acid monoanion that is the conjugate base of O-hexadecanedioyl-L-carnitine; major spoecies at pH 7.3. It is a conjugate base of an O-hexadecanedioyl-L-carnitine.